(S)-2-Methyl-5-((1-methylazetidin-2-yl)methoxy)-N-(1-(7-(trifluoromethyl)quinolin-5-yl)cyclopropyl)benzamide CC1=C(C(=O)NC2(CC2)C2=C3C=CC=NC3=CC(=C2)C(F)(F)F)C=C(C=C1)OC[C@H]1N(CC1)C